FC1=C(C(C2(NC(=NC=C2)N)N)(F)F)C=CC=C1 4-(trifluorobenzyl)pyrimidine-2,4-diamine